2-(cyclopropanecarbonyl)-N-(6-(4-isopropyl-4H-1,2,4-triazol-3-yl)pyridin-2-yl)isoindole-5-carboxamide C1(CC1)C(=O)N1C=C2C=CC(=CC2=C1)C(=O)NC1=NC(=CC=C1)C1=NN=CN1C(C)C